(4-((4-methoxyphenyl)sulfonamido)naphthalen-1-yl)carbamic acid tert-butyl ester C(C)(C)(C)OC(NC1=CC=C(C2=CC=CC=C12)NS(=O)(=O)C1=CC=C(C=C1)OC)=O